1,1-Bis(4-di-p-tolylaminophenyl)-3-phenylpropan C1(=CC=C(C=C1)N(C1=CC=C(C=C1)C(CCC1=CC=CC=C1)C1=CC=C(C=C1)N(C1=CC=C(C=C1)C)C1=CC=C(C=C1)C)C1=CC=C(C=C1)C)C